CS(=O)(=O)C1=CC(=C(C=C1)NCC#CC=1N(C=2C=CC=C(C2C1)NC1CCC(CC1)N1CC2(COC2)C1)CC(F)(F)F)C(F)(F)F 2-(3-{[4-methanesulfonyl-2-(trifluoromethyl)phenyl]amino}prop-1-yn-1-yl)-N-[(1S,4S)-4-{2-oxa-6-azaspiro[3.3]heptan-6-yl}cyclohexyl]-1-(2,2,2-trifluoroethyl)-1H-indol-4-amine